FC1=C2C(CC(OC2=C(C=C1)C(F)(F)F)(C)C)NC(=O)[C@H]1[C@@H](C1)[C@@H](N1C(NC(CC1=O)(C)C)=[NH2+])C=1C=[NH+]C=CC1 [1-[(R)-[(1R,2R)-2-[[5-fluoro-2,2-dimethyl-8-(trifluoromethyl)chroman-4-yl]carbamoyl]cyclopropyl]-pyridin-1-ium-3-yl-methyl]-4,4-dimethyl-6-oxo-hexahydropyrimidin-2-ylidene]ammonium